ClC1=C(C=CC=C1)C1=NC2=CC=C(C=C2C=N1)[N+](=O)[O-] (2-chlorophenyl)-6-nitroquinazoline